6-Benzyloxy-2,2-dimethylhexanoic acid tert-butyl ester C(C)(C)(C)OC(C(CCCCOCC1=CC=CC=C1)(C)C)=O